C(C1=CC=CC=C1)C=1C=C(C=CC1O)CC1=C(C=C(OCC(=O)O)C=C1C)C 2-{4-[(3-benzyl-4-hydroxyphenyl)methyl]-3,5-dimethylphenoxy}acetic acid